vinyl trioctadecyl silicate [Si](OC=C)(OCCCCCCCCCCCCCCCCCC)(OCCCCCCCCCCCCCCCCCC)OCCCCCCCCCCCCCCCCCC